C[Si](C)(C)CN1N=NC(=C1)C1=NC=CC(=C1)N 2-(1-((trimethylsilyl)methyl)-1H-1,2,3-triazol-4-yl)pyridin-4-amine